FC(C1=CC=CC(=N1)NC(=O)C=1C(=CC=2N(C1)C=C(N2)C21COC(CC2)(C1)C)OC(C)C)F N-(6-(difluoromethyl)pyridin-2-yl)-7-isopropoxy-2-(1-methyl-2-oxabicyclo[2.2.1]hept-4-yl)imidazo[1,2-a]pyridine-6-carboxamide